N1CNCC2C1=CN=CN2 hexahydro-pyrimido-pyrimidine